(E)-3-(4-(allyloxy)-3-methoxyphenyl)-N-(ethylaminomethylsulfonyl)acrylamide C(C=C)OC1=C(C=C(C=C1)/C=C/C(=O)NS(=O)(=O)CNCC)OC